N1(CCCCC1)C=1C=C(C=CC1)N1N=CC(=C1)C1=CC=C(C=C1)NS(=O)(=O)C N-(4-(1-(3-(piperidin-1-yl)phenyl)-1H-pyrazol-4-yl)phenyl)methanesulfonamide